COC=1C=CC(=C(N)C1)N1CCOCC1 5-Methoxy-2-morpholinyl-aniline